COC(=O)NC1=CC=C(C=N1)C1=CN=C2N1C=C(C=C2)B(O)O [3-[6-(methoxycarbonylamino)-3-pyridyl]imidazo[1,2-a]pyridin-6-yl]boronic acid